C(C)(C)(C)OC(N[C@@H]1CN(CC1)C1=C(C=CC=2N(C(=NC21)C(C)C)C)[N+](=O)[O-])=O N-[(3S)-1-(2-isopropyl-1-methyl-5-nitro-1,3-benzodiazol-4-yl)pyrrolidin-3-yl]carbamic acid tert-butyl ester